triethylamine azelaate C(CCCCCCCC(=O)O)(=O)O.C(C)N(CC)CC